2-chloro-N-(2-chloro-4-((4-(1-methyl-4-(trifluoromethyl)-1H-imidazol-2-yl)benzyl)amino)pyrimidin-5-yl)acetamide ClCC(=O)NC=1C(=NC(=NC1)Cl)NCC1=CC=C(C=C1)C=1N(C=C(N1)C(F)(F)F)C